4-ethylene disulfate S1(=O)(=O)OCCOS(O1)(=O)=O